BrC=1C=C2C(C(=CNC2=CC1)I)=O 6-bromo-3-iodoquinolin-4(1H)-one